COC=1C=C(CN(C2=CC=C(CN3C(CNCC3)=O)C=C2)CC2=CC=C(C=C2)N2CCN(CC2)C)C=CC1 1-(4-((3-methoxybenzyl)(4-(4-methylpiperazin-1-yl)benzyl)amino)benzyl)piperazin-2-one